salicylic acid-4-isopropylbenzyl ester C(C)(C)C1=CC=C(COC(C=2C(O)=CC=CC2)=O)C=C1